BrC1=CC=C(OCC2OC3C(C3OC2)(F)F)C=C1 trans-3-((4-bromophenoxy)methyl)-7,7-difluoro-2,5-dioxabicyclo[4.1.0]heptane